CC1=CCC(C([C@@H]1OC(C)OCC(C)OC=C)C)C (6S)-1,4,5-trimethyl-6-[1-(2-vinyloxypropoxy)ethoxy]cyclohexene